5-Amino-3-((e)-2-(trans-4-(trifluoromethyl)cyclohexyl)vinyl)picolinonitrile NC=1C=C(C(=NC1)C#N)\C=C\[C@@H]1CC[C@H](CC1)C(F)(F)F